O=C1C(=CC2=C(N1)CCOC2)C(=O)N 2-oxo-1H,2H,5H,7H,8H-pyrano[4,3-b]pyridine-3-carboxamide